(Z,E)-1,14-hexadecadienyl acetate C(C)(=O)O\C=C/CCCCCCCCCCC\C=C\C